BrC1=C(C=C(C=C1[2H])C1=CC=C(C=C1)[2H])[2H] 4-bromo-1,1'-biphenyl-3,4',5-d3